C(C1=CC=CC=C1)(S(=O)(=O)O)S(=O)(=O)O.CN(CCCCCCN(C)C)C tetramethyl hexamethylenediamine toluenedisulfonate